The molecule is a tripeptide composed of L-glutamic acid, L-phenylalanine and L-valine joined in sequence by peptide linkages. It has a role as a metabolite. It derives from a L-glutamic acid, a L-phenylalanine and a L-valine. CC(C)[C@@H](C(=O)O)NC(=O)[C@H](CC1=CC=CC=C1)NC(=O)[C@H](CCC(=O)O)N